(3R,5R)-3-phenyl-5-(pyridine-2-amido)piperidine-1-carboxylic acid tert-butyl ester C(C)(C)(C)OC(=O)N1C[C@H](C[C@H](C1)NC(=O)C1=NC=CC=C1)C1=CC=CC=C1